C(C)(=O)NC1=CC2=C(C=N1)C(=NN2C2=CC=CC(=N2)C2(CN(C2)C(=O)OC(C)(C)C)F)C tert-Butyl 3-(6-(6-acetamido-3-methyl-1H-pyrazolo[4,3-c]pyridin-1-yl)pyridin-2-yl)-3-fluoroazetidine-1-carboxylate